CC(C(=O)C=1C=NC(=CC1)C)(C)C 2,2-dimethyl-1-(6-methylpyridin-3-yl)propan-1-one